Ethyl 3,6-di-O-benzyl-2-deoxy-2-phthalimido-1-thio-β-D-glucopyranoside C(C1=CC=CC=C1)O[C@@H]1[C@H]([C@H](SCC)O[C@@H]([C@H]1O)COCC1=CC=CC=C1)N1C(C=2C(C1=O)=CC=CC2)=O